C(C)C1=NC=C2N1C=C(NC2=O)CC2=CC=C(C=C2)C2=NC(=CC=C2)F 3-ethyl-6-(4-(6-fluoropyridin-2-yl)benzyl)imidazo[1,5-a]pyrazin-8(7H)-one